(R)-N-ethyl-N-(2,2,2-trifluoro-1-(4-fluorophenyl)ethyl)imidazo[1,2-a]pyridine-7-sulfonamide C(C)N(S(=O)(=O)C1=CC=2N(C=C1)C=CN2)[C@@H](C(F)(F)F)C2=CC=C(C=C2)F